(S)-5-(((tert-butyldiphenylsilyl)oxy)methyl)pyrrolidin-2-one [Si](C1=CC=CC=C1)(C1=CC=CC=C1)(C(C)(C)C)OC[C@@H]1CCC(N1)=O